N-((3S,4S)-4-fluoropiperidin-3-yl)-6-(6-(1-(trifluoromethyl)cyclopropyl)imidazo[1,2-a]pyrazin-3-yl)pyridin-2-amine F[C@@H]1[C@H](CNCC1)NC1=NC(=CC=C1)C1=CN=C2N1C=C(N=C2)C2(CC2)C(F)(F)F